4-(dimethylamino)-N-[(1s,4s)-4-({2-cyanoimidazo[1,2-a]pyridin-5-yl}amino)cyclohexyl]benzamide CN(C1=CC=C(C(=O)NC2CCC(CC2)NC2=CC=CC=3N2C=C(N3)C#N)C=C1)C